[4-Chloro-3-({[2-isopropyl-1-(2-phenylethyl)-1H-pyrrole-3-yl]carbonyl}amino)phenyl]acetic acid ClC1=C(C=C(C=C1)CC(=O)O)NC(=O)C1=C(N(C=C1)CCC1=CC=CC=C1)C(C)C